ClC1=NC(=NC(=C1C(=O)OCC)Cl)OCC1(CC1)CN1CCOCC1 ethyl 4,6-dichloro-2-((1-(morpholinomethyl)cyclopropyl)methoxy)pyrimidine-5-carboxylate